C(C)OC=1C=C2C=C(COC2=CC1)C(=O)NC 6-ethoxy-N-methyl-2H-chromene-3-carboxamide